4-(5-cyano-2-methoxyphenyl)-N-(5-(3-fluoro-4-(methylsulfonamido)phenyl)thiazolo[5,4-b]pyridin-2-yl)-6-methylnicotinamide C(#N)C=1C=CC(=C(C1)C1=CC(=NC=C1C(=O)NC=1SC2=NC(=CC=C2N1)C1=CC(=C(C=C1)NS(=O)(=O)C)F)C)OC